CC1=C(C(=NO1)C=1C=NC(=CC1)C)COC=1C=C2CCN(CC2=CN1)C(=O)C1COCCC1 6-{[5-methyl-3-(6-methylpyridin-3-yl)-1,2-oxazol-4-yl]methoxy}-2-(oxane-3-carbonyl)-1,2,3,4-tetrahydro-2,7-naphthyridine